3-ethynyl-5-hydroxymethyl-tetrahydrofuran-3,4-diol C(#C)C1(COC(C1O)CO)O